tert-butyl 4-(4-amino-3-methyl-phenyl)sulfonylpiperidine-1-carboxylate NC1=C(C=C(C=C1)S(=O)(=O)C1CCN(CC1)C(=O)OC(C)(C)C)C